1-(((3S)-1-((3-cyano-1-azetidinyl)sulfonyl)-3-piperidinyl)carbonyl)-N-((1S,2r)-2-(trifluoromethyl)cyclobutyl)-D-prolinamide C(#N)C1CN(C1)S(=O)(=O)N1C[C@H](CCC1)C(=O)N1[C@H](CCC1)C(=O)N[C@@H]1[C@@H](CC1)C(F)(F)F